4-[4-({(1R)-1-[3-(difluoromethyl)-2-fluorophenyl]ethyl}amino)-2-methylpyrido[3,4-d]pyrimidin-6-yl]-1-(1-methyl-1H-pyrazole-4-carbonyl)-1,4lambda5-azaphosphinan-4-one FC(C=1C(=C(C=CC1)[C@@H](C)NC=1C2=C(N=C(N1)C)C=NC(=C2)P2(CCN(CC2)C(=O)C=2C=NN(C2)C)=O)F)F